C1(=CC=CC=C1)C1=NC(=NC(=N1)C1=CC=CC=C1)C1=C(C=C(C=C1)OCCOCC(CCCC)CC)O 2-(4,6-diphenyl-1,3,5-triazine-2-yl)-5-[2-(2-ethyl-hexyloxy)ethoxy]phenol